2-((3-(cyclohex-1-en-1-yl)-1-methyl-1H-pyrazol-5-yl)sulfonyl)-6-(tetrahydro-2H-pyran-4-yl)-2,6-diazaspiro[3.3]heptane C1(=CCCCC1)C1=NN(C(=C1)S(=O)(=O)N1CC2(C1)CN(C2)C2CCOCC2)C